NC1(CC=C(N)C=C1)C1=CC(=C(N)C=C1)N 1,3'-diaminobenzidine